3-(4-chloro-2-fluoro-phenyl)-4-[4-[(3S)-1-(3-fluoropropyl)pyrrolidin-3-yl]oxyphenyl]-2H-thiochromen-7-ol ClC1=CC(=C(C=C1)C=1CSC2=CC(=CC=C2C1C1=CC=C(C=C1)O[C@@H]1CN(CC1)CCCF)O)F